OC(C(C)N1N=CC(=C1)C1C(=CC2=C(N(C1=O)CC1=CC=C(C=C1)OC)C=CC=C2)C=2OC(=CN2)C)C (1-(3-Hydroxybutan-2-yl)-1H-pyrazol-4-yl)-1-(4-methoxybenzyl)-4-(5-methyloxazol-2-yl)-1,3-dihydro-2H-benzo[b]azepin-2-one